N-t-butoxycarbonyl-isoleucinamide C(C)(C)(C)OC(=O)NC([C@@H](N)[C@@H](C)CC)=O